trans-1-(6-((4-methylphenyl)amino)pyrimidin-4-yl)-4-(3,4-dihydroisoquinolin-2(1H)-yl)piperidin CC1=CC=C(C=C1)NC1=CC(=NC=N1)N1CCC(CC1)N1CC2=CC=CC=C2CC1